BrC=1C=C(C=CC1)C1=NN(C(C=N1)=O)CC1=CC(=CC=C1)Cl (3-bromophenyl)-1-(3-chlorobenzyl)-1,2,4-triazin-6(1H)-one